C(C)N1C[C@@H]([C@@H](CC1)NC1=C2C=C(N(C2=CC=C1)CC(F)(F)F)C1=NOC(=N1)CNC(=O)C1=CN(C=C1)C1COCC1)F N-{[3-(4-{[(3S,4R)-1-ethyl-3-fluoropiperidin-4-yl]amino}-1-(2,2,2-trifluoroethyl)-1H-indol-2-yl)-1,2,4-oxadiazol-5-yl]methyl}-1-(oxolan-3-yl)-1H-pyrrole-3-carboxamide